OC1=CC=C(C(=O)OCCCCCCCCCCCCCCCCCCCC)C=C1 eicosyl p-hydroxybenzoate